C(C)OC1=C(SC(=C1)C1=NC=NC(=C1)NCCN1C(=CC2=C(C=CC(=C12)F)OC)C)NC(=O)N (3-Ethoxy-5-{6-[2-(7-fluoro-4-methoxy-2-methyl-indol-1-yl)-ethylamino]-pyrimidin-4-yl}-thiophen-2-yl)-urea